bis(3,4-difluorophenyl)phosphine oxide FC=1C=C(C=CC1F)P(C1=CC(=C(C=C1)F)F)=O